methyl 4-(5-(4,4-difluoropiperidine-1-carbonyl)-1H-pyrrolo[2,3-b]pyridin-1-yl)benzoate FC1(CCN(CC1)C(=O)C=1C=C2C(=NC1)N(C=C2)C2=CC=C(C(=O)OC)C=C2)F